tert-butyl N-[3-[[(2S)-2-amino-6-(tertbutoxycarbonylamino)hexanoyl]-[2-[tertbutyl(dimethyl)silyl]oxyethyl]amino]-2-hydroxy-propyl]carbamate N[C@H](C(=O)N(CC(CNC(OC(C)(C)C)=O)O)CCO[Si](C)(C)C(C)(C)C)CCCCNC(=O)OC(C)(C)C